N6-octanoyl-E-lysyl-L-glutamic acid C(CCCCCCC)(=O)NCCCC[C@H](N)C(=O)N[C@@H](CCC(=O)O)C(=O)O